1-[[2-(difluoromethoxy)pyridin-4-yl]methyl]-3-[rac-(1r,5s)-6,6-difluoro-3-bicyclo[3.1.0]hexanyl]urea FC(OC1=NC=CC(=C1)CNC(=O)NC1C[C@H]2C([C@H]2C1)(F)F)F |r|